[Si](C)(C)(C(C)(C)C)OCCC[Li] 3-(t-butyldimethylsilyloxy)-1-propyllithium